CC=1C=C(C=NC1N1CCNCC1)CC1=CN=C2C(=NC(=NN21)N[C@@H](C)CCC)N (S)-7-((5-methyl-6-(piperazin-1-yl)pyridin-3-yl)methyl)-N2-(pentan-2-yl)imidazo[2,1-f][1,2,4]triazine-2,4-diamine